C(C1=CC=CC=C1)N(C(OCC1=CC=CC=C1)=O)[C@@H](CC)[C@H]1OC(C(CC1)I)=O benzyl benzyl((1S)-1-((2S)-5-iodo-6-oxotetrahydro-2H-pyran-2-yl)propyl)carbamate